O1N=C(C2=C1C=CC=C2)O[C@@H]2C[C@H](C2)N2N=C1N(C2=O)[C@@H](CC1)C1=CC(=CC(=C1)F)F (5S)-2-{trans-3-[(1,2-benzoxazol-3-yl)oxy]cyclobutyl}-5-(3,5-difluorophenyl)-2,5,6,7-tetrahydro-3H-pyrrolo[2,1-c][1,2,4]triazol-3-one